C1(CC1)C1=C(C(=NO1)C1=C(C=CC=C1Cl)Cl)COC1C2C(N(C(C1)C2)C(=O)[O-])C 5-[[5-cyclopropyl-3-(2,6-dichlorophenyl)-1,2-oxazol-4-yl]methoxy]-3-methyl-2-azabicyclo[2.2.1]heptane-2-carboxylate